methyl 2-(8-((tert-butoxycarbonyl)amino)tetrazolo[1,5-b]pyridazine-6-carboxamido)-4-ethynyl-5-fluorobenzoate C(C)(C)(C)OC(=O)NC=1C=2N(N=C(C1)C(=O)NC1=C(C(=O)OC)C=C(C(=C1)C#C)F)N=NN2